Cl[Ru-4](=CC1=C(C=CC=C1)OC(C)C)(=C1N(CCN1C1=C(C=CC=C1)C)C1=C(C=CC=C1)C)Cl Dichloro[1,3-bis(2-methylphenyl)-2-imidazolidinylidene](2-Isopropoxybenzylidene)ruthenium (II)